N1(CCC1)C(=O)N1[C@H]([C@H](C(C1)(F)F)NS(=O)(=O)C1CC1)CC=1C(=C(C=CC1)C1=CC(=CC=C1)F)F N-{(2S,3R)-1-(azetidine-1-carbonyl)-2-[(2,3'-difluoro[1,1'-biphenyl]-3-yl)methyl]-4,4-difluoropyrrolidin-3-yl}cyclopropane-sulfonamide